CS(=O)(=O)[O-].C(CCCCCCC)[NH+]1CC(CCC1)CC 1-Octyl-3-ethylpiperidinium methansulfonat